4-(2,6-dimethoxyphenyl)-5-[2-(morpholin-4-yl)ethoxy]-6-oxopyran-2-carboxylic acid COC1=C(C(=CC=C1)OC)C=1C=C(OC(C1OCCN1CCOCC1)=O)C(=O)O